CC(CCCOC1=C(C=O)C=CC=C1)C ((4-methylpentyl)oxy)benzaldehyde